C(=O)(O)C(CC1=NC=C(C=C1)OCCOCCOCC)N1CCN(CCN(CCN(CC1)CC(=O)[O-])CC(=O)[O-])CC(=O)[O-].[Gd+3] gadolinium 2,2',2''-{10-[1-carboxy-2-{5-[2-(2-ethoxyethoxy)ethoxy]pyridin-2-yl}ethyl]-1,4,7,10-tetraazacyclododecane-1,4,7-triyl}triacetate